O1COC2=C1C=CC(=C2)CNC(=O)C=2C(=NC=1C=CN(C(C1C2)=O)CC2=CC=CC=C2)C N-(benzo[d][1,3]dioxol-5-ylmethyl)-6-benzyl-2-methyl-5-oxo-5,6-dihydro-1,6-naphthyridine-3-carboxamide